S1(SCC=C1)=O.S1(SCC=C1)=O.[Ni] Nickel bis(dithiolon)